2-[2-(difluoromethoxy)-5-fluorophenyl]-2-hydroxyacetic acid FC(OC1=C(C=C(C=C1)F)C(C(=O)O)O)F